(S)-1-(2-((2-(6,8-Difluoro-4H-benzo[b][1,2,4]triazolo[4,3-d][1,4]Oxazin-7-yl)-5-methyl-1H-benzo[d]imidazol-1-yl)methyl)morpholino)ethane-1-one FC1=C(C(=CC2=C1OCC=1N2C=NN1)F)C1=NC2=C(N1C[C@@H]1OCCN(C1)C(C)=O)C=CC(=C2)C